ClC=1C(=C(C=CC1)NC1=C(NC2=C1C(NCC2)=O)C2=C(C=NC=C2)C#CC21N(CC(C2)C1)C(=O)OC(C)(C)C)OC tert-butyl 1-[2-(4-{3-[(3-chloro-2-methoxyphenyl)amino]-4-oxo-1H,5H,6H,7H-pyrrolo[3,2-c]pyridin-2-yl}pyridin-3-yl)ethynyl]-2-azabicyclo[2.1.1]hexane-2-carboxylate